N[C@@H]1CN(CC1)CC1=CC=C(C(=C1)C1=CC=C(C=C1)C#N)C1=CC=C(C=C1)C (S)-5'-((3-aminopyrrolidin-1-yl)methyl)-4''-methyl-[1,1':2',1''-terphenyl]-4-carbonitrile